FC=1C(=NC(=NC1)NC1CCC(CC1)NCCOC)C=1C=C2C(NC(C2=CC1)=O)(C)C 5-(5-fluoro-2-(((1r,4r)-4-((2-methoxyethyl)amino)cyclohexyl)amino)pyrimidin-4-yl)-3,3-dimethylisoindoline-1-one